C(C)(CC)N(C1=NC(=NC=C1)NC1=CC(=C(C(=O)N([C@H]2CNCCC2)C2=NC=CC3=CC=CC(=C23)C)C=C1)F)C 4-((4-(sec-butyl(methyl)amino)pyrimidin-2-yl)amino)-2-fluoro-N-(8-methylisoquinolin-1-yl)-N-((R)-piperidin-3-yl)benzamide